2,2'-methylenebis[6-(2H-benzotriazol-2-yl)4-(1,1,3,3-tetramethylbutyl)phenol] C(C1=C(C(=CC(=C1)C(CC(C)(C)C)(C)C)N1N=C2C(=N1)C=CC=C2)O)C2=C(C(=CC(=C2)C(CC(C)(C)C)(C)C)N2N=C1C(=N2)C=CC=C1)O